C(#C)C1=CCCN(C1)C(=O)OC(C)(C)C tert-butyl 5-ethynyl-3,6-dihydropyridine-1(2H)-carboxylate